4-(4-(2-((2-chloro-4-(trifluoromethyl)phenyl)amino)-2-oxoethyl)-2-(cyclopent-1-en-1-yl)-5-ethyl-7-oxo-4,7-dihydro-[1,2,4]triazolo[1,5-a]pyrimidin-6-yl)piperazine ClC1=C(C=CC(=C1)C(F)(F)F)NC(CN1C=2N(C(C(=C1CC)N1CCNCC1)=O)N=C(N2)C2=CCCC2)=O